N-(2-(iso-butoxy)ethyl)-3-(pyrrolidinyl)propan-1-amine C(C(C)C)OCCNCCCN1CCCC1